2,2-difluoro-3-((3-(trifluoromethyl)pyridin-2-yl)oxy)propionic acid FC(C(=O)O)(COC1=NC=CC=C1C(F)(F)F)F